C1(CCCCC1)NC(=O)N1[C@@H](CCC1=O)C(=O)NCC1=C(C=C(C=C1)Cl)Cl (S)-N1-cyclohexyl-N2-(2,4-dichlorobenzyl)-5-oxopyrrolidine-1,2-dicarboxamide